7-fluoro-2-(2-((2R,3S)-3-((6-oxo-5-(trifluoromethyl)-1,6-dihydropyridazin-4-yl)amino)pyrrolidin-2-yl)ethyl)-6-(5-(trifluoromethyl)pyrimidin-2-yl)isoquinolin-1(2H)-one FC1=C(C=C2C=CN(C(C2=C1)=O)CC[C@H]1NCC[C@@H]1NC=1C=NNC(C1C(F)(F)F)=O)C1=NC=C(C=N1)C(F)(F)F